C1=CC=CC1[Pt] 5-cyclopentadienyl-platinum